COC1=C(C(=O)NC2(CC2)C)C=CC=C1 2-methoxy-N-(1-methylcyclopropyl)benzamide